((2R,3R,4R,5R)-3-(Benzoyloxy)-5-cyano-5-(2,4-dioxo-3,4-dihydropyrimidin-1(2H)-yl)-4-((methylsulfonyl)oxy)tetrahydrofuran-2-yl)methyl benzoate C(C1=CC=CC=C1)(=O)OC[C@H]1O[C@]([C@@H]([C@@H]1OC(C1=CC=CC=C1)=O)OS(=O)(=O)C)(N1C(NC(C=C1)=O)=O)C#N